NC=1N=CC2=CC=C(C=C2C1C#CC=1C=C(C(=O)NC2=NN(C=C2)CCN2CCOCC2)C=CC1C)F 3-[2-(3-amino-6-fluoro-4-isoquinolinyl)ethynyl]-4-methyl-N-[1-(2-morpholinoethyl)pyrazol-3-yl]benzamide